C1(CC(C(CC1)C(C)C)OCC(C)O)C menthoxy-2-propanol